ClC=1C=C2C(NC(NC2=C(C1C1=C(C=C(C=C1)F)F)SC[C@H](C)O)=O)=O 6-chloro-7-(2,4-difluorophenyl)-8-(((S)-2-hydroxypropyl)thio)quinazoline-2,4(1H,3H)-dione